N-((1R,5S,6s)-3-azabicyclo[3.1.0]hexan-6-yl)-2-(4-(methylcarbamoyl)phenyl)benzo[d]imidazo[2,1-b]thiazole-7-carboxamide formate C(=O)O.[C@@H]12CNC[C@H]2C1NC(=O)C1=CC2=C(N3C(S2)=NC(=C3)C3=CC=C(C=C3)C(NC)=O)C=C1